CC(C(C)=O)=O 2,3-butandione